n-methyl-5-(4-(pyridin-3-ylmethyl)piperazin-1-yl)-7-(trifluoromethyl)thieno[3,2-b]pyridine-3-carboxamide CNC(=O)C1=CSC=2C1=NC(=CC2C(F)(F)F)N2CCN(CC2)CC=2C=NC=CC2